di(methyl)sec-butyl-(isopropoxy)silane C[Si](OC(C)C)(C(C)CC)C